(5-chloro-6-isopropoxypyridin-3-yl)boronic acid ClC=1C=C(C=NC1OC(C)C)B(O)O